[N+](=O)([O-])[O-].[Ba+2].[N+](=O)([O-])[O-] barium nitrate salt